9-[4-(2,2-dimethylpropoxy)phenyl]-3,4-dihydropyrido[2,1-c][1,2,4]thiadiazine 2,2-dioxide CC(COC1=CC=C(C=C1)C1=CC=CN2C1=NS(CC2)(=O)=O)(C)C